3-(6-chloro-1-oxo-7-phenylisoindolin-2-yl)piperidine-2,6-dione ClC1=CC=C2CN(C(C2=C1C1=CC=CC=C1)=O)C1C(NC(CC1)=O)=O